ClC1=NN(C=C1C(=O)N[C@H]1C[C@H](CCC1)NC1=CC(=NC2=CC=C(C=C12)Cl)C(F)(F)F)CC(F)(F)F 3-chloro-N-[(1R,3S)-3-{[6-chloro-2-(trifluoromethyl)quinolin-4-yl]amino}cyclohexyl]-1-(2,2,2-trifluoroethyl)-1H-pyrazole-4-carboxamide